CC=1SC2=C(C1C(=O)NC1CCN(CC1)C)C=C(C=C2)OCC=2C(=NC=CC2)C(F)(F)F 2-methyl-N-(1-methylpiperidin-4-yl)-5-{[2-(trifluoromethyl)pyridin-3-yl]methoxy}-1-benzothiophene-3-carboxamide